butene succinate C(CCC(=O)O)(=O)O.C=CCC